(1r,3r)-3-((5-(3-fluoroimidazo[1,2-a]pyridin-6-yl)-4-methoxy-7H-pyrrolo[2,3-d]pyrimidin-2-yl)amino)-1-methylcyclobutan-1-ol FC1=CN=C2N1C=C(C=C2)C2=CNC=1N=C(N=C(C12)OC)NC1CC(C1)(O)C